NC1=C(C(=O)O)C=CC=N1 2-AMINONICOTINIC ACID